BrC=1C=CC=C2C=CC=C(C12)C(=O)OC Methyl 8-bromo-1-naphthoate